1-[bis(4-methoxybenzyl)aminocarbonyloxymethoxy]-5-[bis(4-methoxybenzyl)aminocarbonyloxymethoxy]-3-(dimethylamino)pentane COC1=CC=C(CN(C(=O)OCOCCC(CCOCOC(=O)N(CC2=CC=C(C=C2)OC)CC2=CC=C(C=C2)OC)N(C)C)CC2=CC=C(C=C2)OC)C=C1